methyl (R)-3-(benzylamino)-2-((tert-butoxycarbonyl)amino)propanoate C(C1=CC=CC=C1)NC[C@H](C(=O)OC)NC(=O)OC(C)(C)C